tert-butyl (1S,6S)-5-(1-(5-(bis(4-methoxybenzyl)amino)-2-(2-methoxypyridin-4-yl)-2H-1,2,3-triazol-4-yl)-1,3-dioxopentan-2-yl)-2,5-diazabicyclo[4.2.0]octane-2-carboxylate COC1=CC=C(CN(C=2C(=NN(N2)C2=CC(=NC=C2)OC)C(C(C(CC)=O)N2CCN([C@H]3CC[C@H]23)C(=O)OC(C)(C)C)=O)CC2=CC=C(C=C2)OC)C=C1